butyl (3-aminobicyclo[1.1.1]pentan-4-yl)carbamate NC12CC(C1NC(OCCCC)=O)C2